CC1(NC(CC(C1)OC(=O)C(CC(=O)[O-])C(CC(=O)[O-])C(=O)OC1CC(NC(C1)(C)C)(C)C)(C)C)C 3,4-bis{[(2,2,6,6-tetramethylpiperidine-4-yl)oxy]carbonyl}hexanedioate